di-tert-butyl[3,6-dimethoxy-2',4',6'-tri(propan-2-yl)-[1,1'-biphenyl]-2-yl]phosphine C(C)(C)(C)P(C1=C(C(=CC=C1OC)OC)C1=C(C=C(C=C1C(C)C)C(C)C)C(C)C)C(C)(C)C